ClC1=NC(=NC(=C1C(=O)OCC)C=C)SC ethyl 4-chloro-2-(methylthio)-6-vinylpyrimidine-5-carboxylate